3-[4-[4-[4-[4-[(3R,5R)-5-[(5-chloro-1-methyl-6-oxo-pyridazin-4-yl)amino]-1-methyl-3-piperidyl]benzoyl]piperazin-1-yl]-1-piperidyl]-2-methyl-phenyl]piperidine-2,6-dione ClC1=C(C=NN(C1=O)C)N[C@@H]1C[C@@H](CN(C1)C)C1=CC=C(C(=O)N2CCN(CC2)C2CCN(CC2)C2=CC(=C(C=C2)C2C(NC(CC2)=O)=O)C)C=C1